Cl.C(C)(C)NC(=O)C1NCCC1 N-isopropylpyrrolidine-2-carboxamide hydrochloride